OCCCOC=1C(=NC=2C(=CC(N(C2C1)C)=O)N1CCC(CC1)C=1OC2=C(N1)C=C(C=C2)C)C#N 3-(3-hydroxypropoxy)-5-methyl-8-(4-(5-methylbenzo[d]oxazol-2-yl)piperidin-1-yl)-6-oxo-5,6-dihydro-1,5-naphthyridine-2-carbonitrile